nonadecyl-[1,1'-biphenyl]-4-formaldehyde C(CCCCCCCCCCCCCCCCCC)C1=C(C=CC(=C1)C=O)C1=CC=CC=C1